C(C1=CC(C(=O)[NH-])=CC(C(=O)[NH-])=C1)(=O)[NH-] trimesoyl-triamide